CC1=NC(=NC(=C1)N1[C@H](CCCCC1)C=1C(=NC=NC1)C)N |r| (±)-4-Methyl-6-[2-(4-methylpyrimidin-5-yl)azepan-1-yl]pyrimidin-2-amine